ethyl 1-(3-(2-carbamoyl-6-(trifluoromethoxy)-1H-indol-1-yl)benzyl)cyclobutane-1-carboxylate C(N)(=O)C=1N(C2=CC(=CC=C2C1)OC(F)(F)F)C=1C=C(CC2(CCC2)C(=O)OCC)C=CC1